(S)-1-(7-(3'-(2-chlorophenyl)-6',7'-dihydro-4'H-spiro[cyclopropane-1,5'-pyrazolo[1,5-a]pyridine]-2'-carbonyl)-6-methyl-2,7-diazaspiro[3.5]nonan-2-yl)prop-2-en-1-one ClC1=C(C=CC=C1)C=1C(=NN2C1CC1(CC2)CC1)C(=O)N1[C@H](CC2(CN(C2)C(C=C)=O)CC1)C